[2-(3,6-Dimethoxy-9H-carbazol-9-yl)ethyl]phosphoric acid COC=1C=CC=2N(C3=CC=C(C=C3C2C1)OC)CCOP(O)(O)=O